CS(=O)(=O)C[C@H]1CN(CCN1)C(=O)OC(C)(C)C tert-butyl (R)-3-((methylsulfonyl)methyl)piperazine-1-carboxylate